(5R,8S)-2-(3-iodophenyl)-6,7,8,9-tetrahydro-5H-5,8-epoxycyclohepta[d]pyrimidine-4-carboxamide IC=1C=C(C=CC1)C=1N=C(C2=C(N1)C[C@@H]1CC[C@H]2O1)C(=O)N